N-(4-Amino-2-tetrahydropyran-2-yl-pyrazolo[4,3-c]pyridin-7-yl)-2-oxo-2-[rac-(2S,5R)-5-methyl-4-(1-methylcyclopropyl)-2-phenyl-piperazin-1-yl]acetamide NC1=NC=C(C=2C1=CN(N2)C2OCCCC2)NC(C(N2[C@H](CN([C@@H](C2)C)C2(CC2)C)C2=CC=CC=C2)=O)=O |r|